(2R,11aR)-2-Hydroxy-6-isopropoxy-8-methyl-2,3,11,11a-tetrahydro-1H,5H-benzo[f]pyrrolo[2,1-c][1,4]oxazepin-5-one O[C@@H]1C[C@@H]2COC3=C(C(N2C1)=O)C(=CC(=C3)C)OC(C)C